4,6-bis[3-(9H-carbazol-9-yl)-phenyl]pyrimidine C1=CC=CC=2C3=CC=CC=C3N(C12)C=1C=C(C=CC1)C1=NC=NC(=C1)C1=CC(=CC=C1)N1C2=CC=CC=C2C=2C=CC=CC12